hydroxyethylaminomethylphenol OCCNCC1=C(C=CC=C1)O